C(C)(C)N1N=CC=C1B1OC(C)(C)C(C)(C)O1 1-Isopropylpyrazole-5-boronic acid pinacol ester